N1(CCC(CC1)C1=CC=C2C(C=3N(C=4C=CC=C(C4C(N3)=O)Cl)C2=C1)(C)C)C1CCNCC1 10-([1,4'-bipiperidin]-4-yl)-4-chloro-7,7-dimethylindolo[1,2-a]quinazolin-5(7H)-one